C(C)(C)C1=CC(=C(C=C1)N1N=C(C=2CN(CCC21)C(=O)OC(C)(C)C)C(=O)OCC)C 5-(tert-butyl) 3-ethyl 1-(4-isopropyl-2-methylphenyl)-1,4,6,7-tetrahydro-5H-pyrazolo[4,3-c]pyridine-3,5-dicarboxylate